N-(3-(4-cyanopiperidin-1-yl)propyl)-2-(2-fluoro-4-(pyrrolidin-2-yl)phenyl)benzo[d]imidazo[2,1-b]thiazole-7-carboxamide C(#N)C1CCN(CC1)CCCNC(=O)C1=CC2=C(N3C(S2)=NC(=C3)C3=C(C=C(C=C3)C3NCCC3)F)C=C1